N1(CCOCC1)CCCCCCN1N=CC=C(C1=O)C1=CC=CC=C1 2-[6-(morpholin-4-yl)hexyl]-4-phenyl-2,3-dihydropyridazin-3-one